2-((5-(2-(6-(dimethylamino)-2-methylhex-3-yl)-2,6-diazaspiro[3.4]oct-6-yl)-1,2,4-triazin-6-yl)oxy)-5-fluoro-N,N-diisopropylbenzamide fumarate C(\C=C\C(=O)O)(=O)O.CN(CCCC(C(C)C)N1CC2(C1)CN(CC2)C=2N=CN=NC2OC2=C(C(=O)N(C(C)C)C(C)C)C=C(C=C2)F)C